3,4-difluoro-N-[(1R)-2-hydroxy-1-[1-[(1R)-3-(hydroxyamino)-1-(1H-indol-3-ylmethyl)-3-oxo-propyl]triazol-4-yl]ethyl]benzamide FC=1C=C(C(=O)N[C@@H](CO)C=2N=NN(C2)[C@@H](CC(=O)NO)CC2=CNC3=CC=CC=C23)C=CC1F